C(#N)C1=CC=C(CCN[C@H](C(=O)NC2=NC=C(C=C2)O[C@H]2COCC2)C2=CC=CC=C2)C=C1 |&1:9| (S)- and (R)-2-((4-cyanophenethyl)amino)-2-phenyl-N-(5-(((R)-tetrahydrofuran-3-yl)oxy)pyridin-2-yl)acetamide